CC([C@H](C)NCC=1C=CC=2N(C1)C=C(N2)CNC(=O)C=2N=C1N(C(C2)=O)C=CC=C1)(C)C N-{{6-({[(2S)-3,3-dimethylbutan-2-yl]amino}methyl)imidazo[1,2-a]pyridin-2-yl}methyl}-4-oxo-4H-pyrido[1,2-a]pyrimidine-2-carboxamide